4-((2S,3S,4R,5S)-3-(2-ethoxy-3,4-difluorophenyl)-4,5-dimethyl-5-(trifluoromethyl)tetrahydrofuran-2-carboxamido)picolinamide C(C)OC1=C(C=CC(=C1F)F)[C@H]1[C@H](O[C@@]([C@@H]1C)(C(F)(F)F)C)C(=O)NC1=CC(=NC=C1)C(=O)N